OC([C@H](C[C@H]1C(NCC1)=O)NC(=O)[C@H]1N(C[C@H]2[C@@H]1CCC2)C(=O)C=2NC1=CC=CC(=C1C2)OC)C(=O)NCCOC (1S,3aR,6aS)-N-((2S)-3-hydroxy-4-((2-methoxyethyl)amino)-4-oxo-1-((S)-2-oxopyrrolidin-3-yl)butan-2-yl)-2-(4-methoxy-1H-indole-2-carbonyl)octahydrocyclopenta[c]pyrrole-1-carboxamide